C(C)OC(=O)[C@@H]1[C@H](C1)CCO (1S,2R)-2-(2-hydroxyethyl)cyclopropanecarboxylic acid ethyl ester